C(C)C(C1=CC(=C(C(=C1)C(C)(C)C)O)C(C)(C)C)P([O-])([O-])=O.C(C)C(C1=CC(=C(C(=C1)C(C)(C)C)O)C(C)(C)C)P([O-])([O-])=O.[Ca+2].[Ca+2] calcium bis[monoethyl (3,5-di-t-butyl-4-hydroxybenzyl) phosphonate]